Methyl (1S,3S)-3-((6-(5-(2-hydroxyethyl)-1-methyl-1H-1,2,3-triazol-4-yl)-2-methylpyridin-3-yl)oxy)cyclohexane-1-carboxylate OCCC1=C(N=NN1C)C1=CC=C(C(=N1)C)O[C@@H]1C[C@H](CCC1)C(=O)OC